BrC1=CC=C(C=C1)[C@H]1[C@H]2N(C(CC1)=O)[C@H](CO2)C2=CC=CC=C2 (3S,8S,8aS)-8-(4-bromophenyl)-3-phenylhexahydro-5H-oxazolo[3,2-a]pyridin-5-one